3-(cyclohexyloxy)-N-(3-(morpholine-4-carbonyl)phenyl)benzamide C1(CCCCC1)OC=1C=C(C(=O)NC2=CC(=CC=C2)C(=O)N2CCOCC2)C=CC1